[W+2](Cl)(Cl)(Cl)Cl tungsten(VI) tetrachloride